FC([C@](C)(O)C1=NC=C2N1[C@H](CN1C2=CC(=N1)C12OCC(CC1)(CC2)C(C)(C)O)C)(F)F (R)-1,1,1-trifluoro-2-((S)-9-(4-(2-hydroxypropan-2-yl)-2-oxabicyclo[2.2.2]octan-1-yl)-5-methyl-5,6-dihydroimidazo[1,5-a]pyrazolo[5,1-c]pyrazin-3-yl)propan-2-ol